CSC=1C=CC(=NC1)[N+](=O)[O-] 5-(Methylthio)-2-nitropyridine